CN1N=CC=2CNC3=C(S(C21)(=O)=O)C=CC=C3 1-Methyl-4,5-dihydro-1H-benzo[b]pyrazolo[4,3-f][1,4]-thiazepine 10,10-dioxide